1-(2-(3,8-diazabicyclo[3.2.1]octan-8-yl)-6,7-dihydrothiazolo[5,4-c]pyridin-5(4H)-yl)-2-(cyclopentyloxy)propan-1-one C12CNCC(CC1)N2C=2SC=1CN(CCC1N2)C(C(C)OC2CCCC2)=O